C(CCCCCCCCCCC)[Si](OC)(OC)OC Dodecyltrimethyloxysilane